CC=1C(C2=CC=CC(=C2C1)C1=CC=CC=C1)[Hf]C1C(=CC2=C(C=CC=C12)C1=CC=CC=C1)C bis(2-methyl-4-phenyl-indenyl)hafnium